didecyl-diglycolamic acid C(CCCCCCCCC)C(C(=O)O)(OCC(=O)N)CCCCCCCCCC